FCC(C)(C)NS(=O)(=O)C1=CC(=CC=C1)C(=O)N1CC2(C3=CC(=CC=C13)NS(=O)(=O)C)CCCCC2 N-(1-fluoro-2-methylpropan-2-yl)-3-(5'-(methylsulfonamido)spiro[cyclohexane-1,3'-indoline]-1'-carbonyl)benzenesulfonamide